N1,N1'-((5-(cyclohexylmethoxy)-1,3-phenylene)bis(methylene))bis(N3-(3-(octylamino)propyl)propane-1,3-diamine), hydrochloride salt Cl.C1(CCCCC1)COC=1C=C(C=C(C1)CNCCCNCCCNCCCCCCCC)CNCCCNCCCNCCCCCCCC